3-(5-((1S,4S)-5-((4'-chloro-5,5-dimethyl-3,4,5,6-tetrahydro-[1,1'-Biphenyl]-2-yl)methyl)-2,5-diazabicyclo[2.2.1]heptane-2-carbonyl)-1-oxoisoindolin-2-yl)piperidine ClC1=CC=C(C=C1)C1=C(CCC(C1)(C)C)CN1[C@@H]2CN([C@H](C1)C2)C(=O)C=2C=C1CN(C(C1=CC2)=O)C2CNCCC2